C(C1=CC=BC=C1)N1CC=C(C2=CC=CC=C12)C1=CC=C(C=C1)N(C1=CC=CC=C1)C1=CC=CC=C1 1-(4-borabenzyl)-4-(4-(diphenylamino)phenyl)quinolin